FC=1C=C(C=C(C1C=O)F)S(=O)(=O)N(CC1=CC=C(C=C1)OC)CC1=CC=C(C=C1)OC 3,5-difluoro-4-formyl-N,N-di(4-methoxybenzyl)benzenesulfonamide